ethyl 8-fluoro-3-methyl-2-oxo-1H-quinoline-7-carboxylate FC=1C(=CC=C2C=C(C(NC12)=O)C)C(=O)OCC